S(=O)(=O)(C1=CC=C(C)C=C1)OCCCCCCCCOS(=O)(=O)C1=CC=C(C)C=C1 octane-1,8-diol ditosylate